isoleucyl-phenylalanine N[C@@H]([C@@H](C)CC)C(=O)N[C@@H](CC1=CC=CC=C1)C(=O)O